6-Chloro-N'-[(5-chloro-2-pyridinyl)amino]pyridine-3-carboxamidine ClC1=CC=C(C=N1)C(=NNC1=NC=C(C=C1)Cl)N